FC(OC=1C=CC(=NC1)NC1=CC2=C(N=C(S2)NC(=O)C2C(C3C=CC2C3)C(=O)O)C=C1)(F)F 3-[[6-[[5-(trifluoromethoxy)-2-pyridinyl]amino]-1,3-benzothiazol-2-yl]carbamoyl]bicyclo[2.2.1]hept-5-ene-2-carboxylic acid